[Si](C)(C)(C(C)(C)C)OC1[C@H](O[C@H](C1OC)N1C(NC(C=C1)=O)=O)CON(C(CCCCC1SSCC1)=O)CCCCCCCCCCCCCCCC N-[[(2R,5R)-3-[tert-butyl(dimethyl)silyl]oxy-5-(2,4-dioxopyrimidin-1-yl)-4-methoxy-tetrahydrofuran-2-yl]methoxy]-5-(dithiolan-3-yl)-N-hexadecyl-pentanamide